CS(=O)(=O)C1=CC=C(C=C1)S(=O)(=O)NC1=C(C(=O)O)C=CC(=C1)S(F)(F)(F)(F)F 2-((4-(methylsulfonyl)phenyl)sulfonamido)-4-(pentafluoro-λ6-sulfanyl)benzoic acid